2,4-dichloro-6-methyl-3-nitropyridin ClC1=NC(=CC(=C1[N+](=O)[O-])Cl)C